dichloro(2-isopropoxyphenylmethylene)(tricyclohexylphosphine) ruthenium(II) [Ru+2].ClC1C(C(CCC1)(P(C1CCCCC1)C1CCCCC1)Cl)=CC1=C(C=CC=C1)OC(C)C